NCC12CCC(CC1)(CC2)NC(=O)C2=CC1=C(OCCC3=C1SC=C3)C=C2C=2C(=NC(=CC2)C(NCCC)=O)C(=O)O 3-(9-((4-(aminomethyl)bicyclo[2.2.2]octan-1-yl)carbamoyl)-4,5-dihydrobenzo[b]thieno[2,3-d]oxepin-8-yl)-6-(propylcarbamoyl)picolinic acid